(2-Di-cyclohexylphosphino-3,6-dimethoxy-2',4',6'-triisopropyl-1,1'-biphenyl) C1(CCCCC1)P(C1=C(C(=CC=C1OC)OC)C1=C(C=C(C=C1C(C)C)C(C)C)C(C)C)C1CCCCC1